1-(2-amino-5-hydroxyphenyl)propan-1-one NC1=C(C=C(C=C1)O)C(CC)=O